ethyl 2-(2,4-dioxo-3,5-dihydropyrimidin-5-yl)acetate O=C1N=CC(C(N1)=O)CC(=O)OCC